{4-[(S)-hydroxy-(4-isopropyl-phenyl)-(3-methyl-azetidin-3-yl)-methyl]-pyridin-2-yl}-2-methyl-butan-2-ol, hydrochloride Cl.O[C@@](C1=CC(=NC=C1)CC(CC)(O)C)(C1(CNC1)C)C1=CC=C(C=C1)C(C)C